C1(=C(C(=CC(=C1)C)C)N1C=[NH+]C=C1)C 1-(mesityl)imidazolium